OC1CCC(CC1)NC1=NC(=NC=C1C#N)NC1CCC(CC1)OC 4-((1r,4r)-4-hydroxycyclohexylamino)-2-((1r,4r)-4-methoxycyclohexylamino)pyrimidine-5-carbonitrile